2-chloro-8-(4-phenoxyphenyl)-7,8-dihydro-6H-pyrimido[5,4-b][1,4]oxazine ClC=1N=CC=2OCCN(C2N1)C1=CC=C(C=C1)OC1=CC=CC=C1